(methoxycarbonyl)-4,5,6,7-tetrahydropyrazolo[1,5-a]Pyridine-2-carboxylic acid COC(=O)C=1C(=NN2C1CCCC2)C(=O)O